C(C)(=O)OC1=CC=C(C=[Pd-2]=CC2=CC=C(C=C2)OC(C)=O)C=C1 bis(4-acetoxybenzylidene)palladium (II)